tert-Butyl ((S)-(7-((S*)-1-(2-(3,3-difluorocyclobutyl)acetamido)-2-methoxyethyl)imidazo[1,2-b]pyridazin-2-yl)(4,4-difluorocyclohexyl)methyl)carbamate FC1(CC(C1)CC(=O)N[C@H](COC)C1=CC=2N(N=C1)C=C(N2)[C@H](C2CCC(CC2)(F)F)NC(OC(C)(C)C)=O)F |o1:9|